7-methyl-8,9-dihydro-3H-imidazo[4,5-f]quinoline-6(7H)-carboxylate CC1N(C2=CC=C3C(=C2CC1)N=CN3)C(=O)[O-]